CN(CCCCC(CCCCCCCCCCCCCC\C=C/CCCCCCCC(=O)[O-])(CCCCCCCCCCCCCC\C=C/CCCCCCCC(=O)[O-])O)C 7-(4-(dimethylamino) butyl)-7-hydroxytridecane-1,13-diyldioleate